[C@H]1(OCCC2=CC=CC=C12)[C@H]1NCCCC1 (S)-2-((R)-isochroman-1-yl)piperidine